2-[(4aR,7R,8R,8aS)-8-hydroxy-6-(4-methylphenyl)sulfanyl-2-phenyl-4,4a,6,7,8,8a-hexahydropyrano[3,2-d][1,3]dioxin-7-yl]isoindole-1,3-dione O[C@@H]1[C@H](C(O[C@H]2[C@H]1OC(OC2)C2=CC=CC=C2)SC2=CC=C(C=C2)C)N2C(C1=CC=CC=C1C2=O)=O